(+)-(2E)-5-[(3R)-2,3-dimethyltricyclo[2.2.1.0~2,6~]hept-3-yl]-2-methyl-2-pentenal CC12C3C2CC([C@@]1(C)CC/C=C(/C=O)\C)C3